1-Allyl-2,3,4,5,6-pentafluorobenzol C(C=C)C1=C(C(=C(C(=C1F)F)F)F)F